C(C1=CC=CC=C1)S(=O)(=O)OC[C@H]1[C@@H](C\C=C/C\C=C/CCCCCCCC)O1 (2S,3R,5Z,8Z)-1-toluenesulfonyloxy-2,3-epoxy-5,8-heptadeca-diene